1-(4'-(5-((((3-fluorobenzyl)oxy)carbonyl)amino)-4-methyl-1H-1,2,3-triazol-1-yl)-[1,1'-biphenyl]-4-yl)cyclopropane-1-carboxylic acid FC=1C=C(COC(=O)NC2=C(N=NN2C2=CC=C(C=C2)C2=CC=C(C=C2)C2(CC2)C(=O)O)C)C=CC1